IC1=CC(=C(C(=O)NC2=NN(C(=C2)C)C2CCN(C3(CC3)C2)C)C=C1)N1CCC2(CC2)CC1 4-iodo-N-(5-methyl-1-(4-methyl-4-azaspiro[2.5]octan-7-yl)-1H-pyrazol-3-yl)-2-(6-azaspiro[2.5]octan-6-yl)benzamide